2-dicyclohexylphosphino-2',6'-di-iso-propoxy-1,1'-biphenyl C1(CCCCC1)P(C1=C(C=CC=C1)C1=C(C=CC=C1OC(C)C)OC(C)C)C1CCCCC1